4-[6-([[(2R,3S)-3-[(tert-butoxycarbonyl)amino]-5-carbamoylpentan-2-yl]oxy]methyl)naphthalen-1-yl]butanoic acid C(C)(C)(C)OC(=O)N[C@H]([C@@H](C)OCC=1C=C2C=CC=C(C2=CC1)CCCC(=O)O)CCC(N)=O